ClC=1C(=CC(=NC1)OC)C1=CC(=NN1)C(=O)N1CCC(CC1)C(=O)NCC=1N=COC1C(F)(F)F 1-(5-(5-chloro-2-methoxypyridin-4-yl)-1H-pyrazole-3-carbonyl)-N-((5-(trifluoromethyl)oxazol-4-yl)methyl)piperidine-4-carboxamide